(S)-N-(8-((3-hydroxyoxetan-3-yl)ethynyl)-1-methyl-2-oxo-2,3,4,5-tetrahydro-1H-benzo[b]azepin-3-yl)-4-phenoxypicolinamide OC1(COC1)C#CC=1C=CC2=C(N(C([C@H](CC2)NC(C2=NC=CC(=C2)OC2=CC=CC=C2)=O)=O)C)C1